C1(CCCCC1)[C@@H](C(=O)N1[C@@H](CCC1)C=1SC=C(N1)C(C1=C(C=CC=C1)F)=O)NC(C(C)NC)=O N-((S)-1-cyclohexyl-2-((S)-2-(4-(fluorobenzoyl)thiazol-2-yl)pyrrolidin-1-yl)-2-oxoethyl)-2-(methylamino)propionamide